C(#N)C=1C=C(CN2N=C(C=3CN(CC(C32)C)C(=O)C=3NC=CC3)C(=O)NC=3C=C(C=CC3)C)C=CC1F 1-(3-cyano-4-fluorobenzyl)-7-methyl-5-(1H-pyrrole-2-carbonyl)-N-(m-tolyl)-4,5,6,7-tetrahydro-1H-pyrazolo[4,3-c]Pyridine-3-carboxamide